cyclopropylmethyl (3R,4S)-3-{5-[4-amino-5-(trifluoromethyl)pyrrolo[2,1-f][1,2,4]triazin-7-yl]-2-methoxypyridine-3-amido}-4-fluoropyrrolidine-1-carboxylate NC1=NC=NN2C1=C(C=C2C=2C=C(C(=NC2)OC)C(=O)N[C@@H]2CN(C[C@@H]2F)C(=O)OCC2CC2)C(F)(F)F